ClC1(NC2=CC3=C(C=C2C=C1)CCC3)[2H] 2-Chloro-7,8-dihydro-6H-cyclopenta[g]quinoline-2-d